5-(1-octynyl)furan-2-carboxaldehyde C(#CCCCCCC)C1=CC=C(O1)C=O